2-((1S,6R)-6-amino-2,2-difluorocyclohexyl)-3-bromo-N-((E)-but-2-en-1-yl)-5-chlorothieno[3,2-b]pyridin-7-amine trifluoroacetate FC(C(=O)O)(F)F.N[C@@H]1CCCC([C@H]1C1=C(C2=NC(=CC(=C2S1)NC\C=C\C)Cl)Br)(F)F